ethyl (S)-2-(4-(6-((4-cyano-2-fluorobenzyl) oxy) pyridin-2-yl)-3-fluorobenzyl)-7-fluoro-1-(oxetan-2-ylmethyl)-1H-benzo[d]imidazole-6-carboxylate C(#N)C1=CC(=C(COC2=CC=CC(=N2)C2=C(C=C(CC3=NC4=C(N3C[C@H]3OCC3)C(=C(C=C4)C(=O)OCC)F)C=C2)F)C=C1)F